hydroxy-3-naphthoic acid OC1=CC(=CC2=CC=CC=C12)C(=O)O